FC1=NC=CC(=C1)C(=O)NC 2-fluoro-N-methyl-pyridine-4-carboxamide